BrC=1C=CC2=C(N(C(=N2)C)C(C)C)C1F 6-bromo-7-fluoro-2-methyl-1-propan-2-ylbenzimidazole